C(CCCCCCCCCCC)(=O)[O-].C(CCCCCCCCCCC)(=O)[O-].[Al+2] aluminium dilaurate